BrC1=C(C=C(C(=O)O)C=C1)CO 4-bromo-3-(hydroxymethyl)benzoic acid